Cl.COC=1C=C2C(N(N=C(C2=CC1OC)CC1=CC=C(C=C1)N=S(=O)=O)C)=O N-(4-((6,7-dimethoxy-3-methyl-4-oxo-3,4-dihydro-phthalazin-1-yl)methyl)phenyl)sulfonyl-amine hydrochloride